(6-((2-((5-isopropyl-2-methoxy-4-(4-(4-methylpiperazin-1-yl)piperidin-1-yl)phenyl)amino)-7H-pyrrolo[2,3-d]pyrimidin-4-yl)amino)quinoxalin-5-yl)dimethylphosphine oxide C(C)(C)C=1C(=CC(=C(C1)NC=1N=C(C2=C(N1)NC=C2)NC=2C(=C1N=CC=NC1=CC2)P(C)(C)=O)OC)N2CCC(CC2)N2CCN(CC2)C